N-(1-methyl-3-((tetrahydro-2H-pyran-4-yl)methoxy)-1H-pyrazolo[4,3-b]pyridin-6-yl)picolinamide CN1N=C(C2=NC=C(C=C21)NC(C2=NC=CC=C2)=O)OCC2CCOCC2